3,5-dinitropyridine [N+](=O)([O-])C=1C=NC=C(C1)[N+](=O)[O-]